ClC=1C=C2C(=CC(=NC2=CC1)C1=CC=CC=C1)N1CCOCC1 6-chloro-4-(4-morpholinyl)-2-phenylquinoline